5-cyano-6-cyclopentyl-N-(4-(methylsulfonyl)but-3-en-2-yl)-2-phenoxynicotinamide C(#N)C=1C(=NC(=C(C(=O)NC(C)C=CS(=O)(=O)C)C1)OC1=CC=CC=C1)C1CCCC1